N-acetyl-S-(3,4-dihydroxybutyl)-L-cysteine C(C)(=O)N[C@@H](CSCCC(CO)O)C(=O)O